[Br-].FC(C=1C=C(C[N@@+]23[C@@H](C[C@@H]([C@H](C2)C=C)CC3)[C@@H](C3=CC=NC2=CC=CC=C32)O)C=C(C1)C(F)(F)F)(F)F (1S,2S,4S,5R)-1-(3,5-bis(trifluoromethyl)benzyl)-2-((R)-hydroxy(quinolin-4-yl)methyl)-5-vinylquinuclidin-1-ium bromide